2,2-dimethyl-1,3-dioxane-5-methanol CC1(OCC(CO1)CO)C